C1(CC1)C1=CC(=NN1)NC1=NC(=NC2=CC=CC=C12)NC1=CC=C(C(=O)NCC(CC)C)C=C1 4-((4-((5-cyclopropyl-1H-pyrazol-3-yl)amino)quinazolin-2-yl)amino)-N-(2-methylbutyl)benzamide